5-amino-1-(3-hydroxy-2,6-dimethylphenyl)-2-(isoindoline-2-carbonyl)-1H-imidazole-4-carbonitrile NC1=C(N=C(N1C1=C(C(=CC=C1C)O)C)C(=O)N1CC2=CC=CC=C2C1)C#N